COC(=O)C=1N(C2=CC=C(C(=C2C1C)C=1C(=NN(C1C)C)CO)Cl)CCC(=O)OC 5-chloro-4-(3-(hydroxymethyl)-1,5-dimethyl-1H-pyrazol-4-yl)-1-(3-methoxy-3-oxopropyl)-3-methyl-1H-indole-2-carboxylic acid methyl ester